4-[((methylsulfonyl)oxy)methyl]Piperidine-1-carboxylic acid tert-butyl ester C(C)(C)(C)OC(=O)N1CCC(CC1)COS(=O)(=O)C